FC=1C=C(C=CC1OC)C1=C(NC2=NC=C3C(=C21)N(C(N3C)=O)[C@H]3C[C@@H](CC3)NC(OC)=O)C=3C(=NN(C3)C)OC Methyl ((1R,3R)-3-(8-(3-fluoro-4-methoxyphenyl)-7-(3-methoxy-1-methyl-1H-pyrazol-4-yl)-3-methyl-2-oxo-3,6-dihydroimidazo[4,5-d]pyrrolo[2,3-b]pyridin-1(2H)-yl)cyclopentyl)carbamate